1-(3-pentyl)barbituric acid CCC(CC)N1C(=O)NC(=O)CC1=O